1-(2-amino-6-(hydroxymethyl)-1H-benzo[d]imidazol-1-yl)-2-methylpropan-2-ol NC1=NC2=C(N1CC(C)(O)C)C=C(C=C2)CO